BrC=1C=CC=C2C(=NN(C12)C)C1CC1 7-bromo-3-cyclopropyl-1-methyl-1H-indazole